C(C)(C)(C)OC(=O)N1[C@H](CN(CC1)C1CCC(CC1)N1N=C2C=C(C=CC2=C1)C(=O)OC)COC methyl 2-((1R,4R)-4-((R)-4-(tert-butoxycarbonyl)-3-(methoxymethyl) piperazin-1-yl) cyclohexyl)-2H-indazole-6-carboxylate